1-(3,5-Bis(benzyloxy)-4-bromophenyl)propan-1-one C(C1=CC=CC=C1)OC=1C=C(C=C(C1Br)OCC1=CC=CC=C1)C(CC)=O